NC1=C(C=C(C=C1)C(C)=O)CCC(CC)O 1-(4-amino-3-(3-hydroxypentyl)phenyl)ethanone